FC=1C=CC(=NC1)NC(CN1C=2N(C(C3=C1C(N(C3)C(C)C)=O)=O)N=C(C2)C2=C(C3=C(N=CS3)C=C2)C)=O N-(5-fluoropyridin-2-yl)-2-(6-isopropyl-2-(7-methylbenzo[d]thiazol-6-yl)-5,8-dioxo-5,6,7,8-tetrahydro-4H-pyrazolo[1,5-a]pyrrolo[3,4-d]pyrimidin-4-yl)acetamide